C(CCCCCCC\C=C/CCCCCCCC)NC(CCCCCCCCCCCCCCCCC)=O N-oleyl-stearic acid amide